4-(1-{[7-fluoro-3-(4-trifluoromethylbenzyl)-indolizine-5-carbonyl]amino}-chloropropyl)benzoic acid FC=1C=C(N2C(=CC=C2C1)CC1=CC=C(C=C1)C(F)(F)F)C(=O)NC(CCCl)C1=CC=C(C(=O)O)C=C1